O=C1NC(CCC1N1C(C2=CC=C(C=C2C1)NC(=O)N1[C@H](CC=2C1=CN=C(C2)C(F)(F)F)COC)=O)=O (2R)-N-(2-(2,6-dioxopiperidin-3-yl)-1-oxoisoindolin-5-yl)-2-(methoxymethyl)-5-(trifluoromethyl)-2,3-dihydro-1H-pyrrolo[2,3-c]pyridine-1-carboxamide